2-(3-(4-Methylpiperazine-1-carbonyl)-5-((4-(pyridin-2-yl)thiazol-2-yl)carbamoyl)phenoxy)acetic acid CN1CCN(CC1)C(=O)C=1C=C(OCC(=O)O)C=C(C1)C(NC=1SC=C(N1)C1=NC=CC=C1)=O